4-amino-6-(1,1-difluoroethyl)-5-fluoropyridine-3-carboxylic acid NC1=C(C=NC(=C1F)C(C)(F)F)C(=O)O